1-(2-(thieno[2,3-d]pyrimidine-4-carbonyl)-2-azaspiro[3.3]heptan-6-yl)-3-(3-(trifluoromethyl)phenyl)urea N1=CN=C(C2=C1SC=C2)C(=O)N2CC1(C2)CC(C1)NC(=O)NC1=CC(=CC=C1)C(F)(F)F